C(C)OC(=O)C1=NN2C(OCC2)=C1Br 7-bromo-2,3-dihydropyrazolo[5,1-b][1,3]oxazole-6-carboxylic acid ethyl ester